FC1=C(C(=CC=C1NC1CCN(CC1)S(=O)(=O)C)N)N 3-Fluoro-N4-[1-(methylsulfonyl)piperidin-4-yl]benzene-1,2,4-triamine